NC(C(=O)O)(CC)C1=CC=C(C=C1)C1=CC(=CC(=C1)C(N)=O)C1=CC=C(C=C1)S(N)(=O)=O amino-5'-carbamoyl-4''-sulfamoyl-[1,1':3',1''-terphenyl]-4-yl-butanoic acid